[4-(2,2-dioxido-3,4-dihydropyrido[2,1-c][1,2,4]thiadiazin-9-yl)phenyl](3-methoxyphenyl)methanone O=S1(N=C2N(CC1)C=CC=C2C2=CC=C(C=C2)C(=O)C2=CC(=CC=C2)OC)=O